C(C1=CC=CC=C1)N1C(N2C(C=C1C(F)(F)F)=NC(=C2)C2=NC=C(C=C2S(=O)(=O)CC)Br)=O 6-benzyl-2-(5-bromo-3-ethylsulfonyl-2-pyridyl)-7-(trifluoromethyl)imidazo[1,2-c]pyrimidin-5-one